C(CCCCCCCCCS)S 1,10-decanediothiol